C(C)OC(C(C(C)=O)=C1[C@@H]2CC[C@H](CN1)N2C(=O)OC(C)(C)C)=O tert-butyl (1S,5R)-2-(1-ethoxy-1,3-dioxobutan-2-ylidene)-3,8-diazabicyclo[3.2.1]octane-8-carboxylate